BrC1=CC=CC=2N(C(N(C21)C)=O)C=2C(=NC(=CC2)OCC2=CC=CC=C2)OCC2=CC=CC=C2 4-bromo-1-(2,6-dibenzyloxy-3-pyridyl)-3-methyl-benzimidazol-2-one